(3,5-dibromo-4-hydroxyphenyl)(2-ethylbenzofuran-3-yl-4,5,6,7-d4)Methanone ethyl-2-(2-cyclopropylhydrazono)-5-(dimethylamino)-4-(4-fluorophenyl)-3-oxopent-4-enoate C(C)OC(C(C(C(=CN(C)C)C1=CC=C(C=C1)F)=O)=NNC1CC1)=O.BrC=1C=C(C=C(C1O)Br)C(=O)C1=C(OC2=C1C(=C(C(=C2[2H])[2H])[2H])[2H])CC